ClC1=C(C=NC(=C1)C(NC)=O)COC1=CC=CC(=N1)C1=CC(=C(CC2=NC3=C(N2C[C@H]2OCC2)C=C(C=C3F)C(=O)O)C=C1F)F (S)-2-(4-(6-((4-chloro-6-(methylcarbamoyl)pyridin-3-yl)methoxy)pyridin-2-yl)-2,5-difluorobenzyl)-4-fluoro-1-(oxetan-2-ylmethyl)-1H-benzo[d]imidazole-6-carboxylic acid